(S)-7-(4-(2-hydroxy-1-phenylethylamino)-5-(1,3,4-oxadiazol-2-yl)pyrimidin-2-ylamino)quinazolin-4(3H)-one OC[C@H](C1=CC=CC=C1)NC1=NC(=NC=C1C=1OC=NN1)NC1=CC=C2C(NC=NC2=C1)=O